Isononanyl Acetate (3,5,5-trimethylhexyl acetate) CC(CCCC(=O)O)CC(C)(C)C.C(C)(=O)OCCCCCCC(C)C